[Cl-].C(N)(=O)C=1C=[N+](C=CC1)[C@@H]1O[C@@H]([C@H]([C@H]1O)O)COP(=O)(Cl)Cl 3-carbamoyl-1-((2R,3R,4S,5R)-5-(((dichlorophosphoryl)oxy)methyl)-3,4-dihydroxytetrahydrofuran-2-yl)pyridin-1-ium chloride